ClC=1C=NC(=C(C(=O)NC2CCC(CC2)CN2C(N(C3=NC=CC=C32)C=3C=C2C(=NC3)NC=C2C)=O)C1)C 5-chloro-2-methyl-N-((1r,4r)-4-((3-(3-methyl-1H-pyrrolo[2,3-b]pyridin-5-yl)-2-oxo-2,3-dihydro-1H-imidazo[4,5-b]pyridin-1-yl)methyl)cyclohexyl)nicotinamide